C[C@@H]1N(C[C@H](NC1)C)C1=NC=CC2=C1C(=CN2S(=O)(=O)C2=CC=C(C)C=C2)C2=CC=NC=C2 4-((2S,5R)-2,5-Dimethylpiperazin-1-yl)-3-(pyridin-4-yl)-1-tosyl-1H-pyrrolo[3,2-c]pyridine